2-(2-Aminopyridin-4-yl)-3-(4-fluorophenyl)-5,7-dimethyl-1,5,6,7-tetrahydro-4H-pyrrolo[3,2-c]pyridin-4-one NC1=NC=CC(=C1)C1=C(C=2C(N(CC(C2N1)C)C)=O)C1=CC=C(C=C1)F